(2R)-2-(methoxymethyl)piperazine dihydrochloride Cl.Cl.COC[C@@H]1NCCNC1